C(C)(C)(C)OC(=O)N1CC2=CC=CC=C2CC1 dihydroisoquinoline-2(1H)-carboxylic acid tert-butyl ester